ClC=1C=C(C=C(C1)Cl)C#CC1=CC(=CC(=C1)Cl)Cl 1,2-bis(3,5-dichlorophenyl)acetylene